BENZO[C]PHENOXAZIN C1=CC=CC=2C=CC=3NC=4C=CC=CC4OC3C21